BrC=1C=C(C=CC1N1CC(NCC1)(C)C)C=1C(=C(C(=O)N)C=CC1)NC1=CC(=CC=C1)OC (3-bromo-4-(3,3-dimethylpiperazin-1-yl)phenyl)-2-((3-methoxyphenyl)amino)benzamide